dimethoxyethyl-vinyl-silane COC(C[SiH2]C=C)OC